COC(C[SiH2]CCCNCCC[SiH2]CC(OC)OC)OC Bis(3-dimethoxyethylsilylpropyl)amine